2-(2-(4-(3-(3-(3-hydroxypyrrolidin-1-yl)propoxy)-2-methylphenyl)indoline-1-carbonyl)-3-methyl-3,4,6,7-tetrahydro-5H-imidazo[4,5-c]pyridin-5-yl)acetic acid OC1CN(CC1)CCCOC=1C(=C(C=CC1)C1=C2CCN(C2=CC=C1)C(=O)C1=NC2=C(CN(CC2)CC(=O)O)N1C)C